2-(3-(6-bromo-7-chloro-2-oxo-1,2-dihydro-quinolin-3-yl)phenyl)acetic acid BrC=1C=C2C=C(C(NC2=CC1Cl)=O)C=1C=C(C=CC1)CC(=O)O